C[C@@H](CO)C[C@H](C1O[C@H]2C[C@H]3[C@@H]4CC[C@H]5C[C@H](CC[C@]5(C)[C@H]4CC[C@]3(C)[C@H]2[C@@H]1C)O)O (23R,25R)-5α-Furostan-3β,23,26-triol